4-(((1r,4r)-4-(3-(3-fluoro-4-(trifluoromethoxy)phenyl)ureido)cyclohexyl)oxy)phenyl acetate C(C)(=O)OC1=CC=C(C=C1)OC1CCC(CC1)NC(=O)NC1=CC(=C(C=C1)OC(F)(F)F)F